C(N)(=O)[C@H]1N2C(N([C@H](C(=C1)C)C2)OC(C(=O)[O-])F)=O ((2S,5R)-2-carbamoyl-4-methyl-7-oxo-1,6-diazabicyclo[3.2.1]oct-3-en-6-yl)oxyl-2-fluoroacetate